ClC=1C=C(CCN2[C@@H](CC(C2)COC2=CC=C(C=C2)S(=O)(=O)C)CO)C=CC1 ((2S)-1-(3-chlorophenethyl)-4-((4-(methylsulfonyl)phenoxy)methyl)pyrrolidin-2-yl)methanol